ClCC=1C(=CC(=C(C1)NC([C@H](C(C1CC1)C1CC1)NC(OC(C)(C)C)=O)=O)F)[C@@H](C(NCC(F)(F)F)=O)C tert-butyl ((S)-1-((5-(chloromethyl)-2-fluoro-4-((S)-1-oxo-1-((2,2,2-trifluoroethyl)amino)propan-2-yl)phenyl)amino)-3,3-dicyclopropyl-1-oxopropan-2-yl)carbamate